B([O-])[O-].[Li+].[Li+] lithium boronate salt